C(C)(=O)O[C@@H]1C[C@H](O[C@H]1N1C2=NC(=NC=C2NC1=O)N)COC(C)=O.C(C)C1(C(CCC1)C(=O)N)CC diethyl-2-cyclopentanecarboxamide ((2S,4R,5R)-4-acetoxy-5-(2-amino-8-oxo-7,8-dihydro-9H-purin-9-yl)tetrahydrofuran-2-yl)methyl-acetate